((1r,2r)-2-(((E)-benzylidene)amino)-2-(5-fluoro-2-methoxyphenyl)cyclopropyl)acetamide C(/C1=CC=CC=C1)=N\[C@]1([C@H](C1)CC(=O)N)C1=C(C=CC(=C1)F)OC